CC(C[C@@H](C(N[C@@H](C[C@H]1C(NCC1)=O)C(COC(F)(F)F)=O)=O)NC(=O)C1C(NCCC1)=O)C N-((S)-4-methyl-1-oxo-1-(((S)-3-oxo-1-((S)-2-oxopyrrolidin-3-yl)-4-(trifluoromethoxy)butan-2-yl)amino)pentan-2-yl)-2-oxopiperidine-3-carboxamide